(2R,3R)-2-methyl-3-((methylsulfonyl)oxy)azetidine-1-carboxylic acid tert-butyl ester C(C)(C)(C)OC(=O)N1[C@@H]([C@@H](C1)OS(=O)(=O)C)C